2-(Diphenylmethyleneamino)-5,5,5-trifluoro-pentanoic acid ethyl ester C(C)OC(C(CCC(F)(F)F)N=C(C1=CC=CC=C1)C1=CC=CC=C1)=O